1-(4-Nitrobenzyl)piperidine-4-carbaldehyde [N+](=O)([O-])C1=CC=C(CN2CCC(CC2)C=O)C=C1